C(=O)O.CC(CC(=O)N)C 3-methylbutanamide, formate salt